phenyl (5-ethyl-2-fluorophenyl)carbamate C(C)C=1C=CC(=C(C1)NC(OC1=CC=CC=C1)=O)F